C(C1=CC=CC=C1)OC1=C(C(=C2C=CC(=CC2=C1)NC(CC1=CC=C(C=C1)C1=CC=C2C(=N1)N(C(N2C2C(NC(CC2)=O)=O)=O)C)=O)F)N2S(NC(C2)=O)(=O)=O N-[7-benzyloxy-5-fluoro-6-(1,1,4-trioxo-1,2,5-thiadiazolidin-2-yl)-2-naphthyl]-2-[4-[1-(2,6-dioxo-3-piperidyl)-3-methyl-2-oxo-imidazo[4,5-b]pyridin-5-yl]phenyl]acetamide